methyl 3-[(4-bromo-2-iodo-5-methoxy-phenyl)carbamothioyl]cyclobutanecarboxylate BrC1=CC(=C(C=C1OC)NC(=S)C1CC(C1)C(=O)OC)I